Tungsten hexabromide [W](Br)(Br)(Br)(Br)(Br)Br